3-(1-(2,2-difluorocyclopropyloxy)ethyl)-3-(ethoxycarbonyl)thiourea FC1(C(C1)OC(C)N(C(N)=S)C(=O)OCC)F